FC=1C=C(C=CC1OCCN1C[C@H]2N(CC1)C(CC2)=O)NC(NCC(=O)NC2=CC=C(C=C2)N[C@@H]2C[C@@H](N(C1=CC=CC=C21)C(CC)=O)C)=O 2-(3-(3-fluoro-4-(2-((S)-6-oxohexahydropyrrolo[1,2-a]pyrazin-2(1H)-yl)ethoxy)phenyl)ureido)-N-(4-(((2S,4R)-2-methyl-1-propionyl-1,2,3,4-tetrahydroquinolin-4-yl)amino)phenyl)acetamide